FC1=C(C#N)C(=CC(=C1)OC1=NC=CC=C1)OC 2-fluoro-6-methoxy-4-(pyridine-2-oxy)benzonitrile